(((2,2'-dichloro-[1,1'-biphenyl]-3,3'-diyl))bis(methylene))bis(piperidin-3-ol) ClC1=C(C=CC=C1CN1CC(CCC1)O)C1=C(C(=CC=C1)CN1CC(CCC1)O)Cl